NC=1C(=NC(=C(N1)C=1OC=CN1)C1=CN(C(C=C1)=O)C)C(=O)NCC=1N=CSC1C 3-amino-6-(1-methyl-6-oxo-1,6-dihydropyridin-3-yl)-N-((5-methylthiazol-4-yl)methyl)-5-(oxazol-2-yl)pyrazine-2-carboxamide